tert-Butyl 4'-amino-5'-(2-aminobenzo[d]oxazol-5-yl)-2'-(methylthio)-5',6'-dihydrospiro[azetidine-3,7'-pyrrolo[3,2-d]pyrimidine]-1-carboxylate NC=1C2=C(N=C(N1)SC)C1(CN2C=2C=CC3=C(N=C(O3)N)C2)CN(C1)C(=O)OC(C)(C)C